4-(tert-butylamino)-2-((1r,4r)-4-(dimethylcarbamoyl)cyclohexylamino)pyrimidine-5-carboxamide C(C)(C)(C)NC1=NC(=NC=C1C(=O)N)NC1CCC(CC1)C(N(C)C)=O